6-(tert-butoxycarbonyl)-3-oxo-3H-spiro[isobenzofuran-1,9'-xanthene]-3',6'-diyl diacetate C(C)(=O)OC=1C=CC=2C3(C4=CC=C(C=C4OC2C1)OC(C)=O)OC(C1=CC=C(C=C13)C(=O)OC(C)(C)C)=O